C1(=CC=CC=C1)C1CC2N(CCNC2)CC1 8-phenyloctahydro-2H-pyrido[1,2-a]pyrazine